C(C)OC1=NN(C2=C1C(=NC=C2)C2=CC(=C(C=C2)S(=O)(=O)C)C)C(C2=CC=CC=C2)(C2=CC=CC=C2)C2=CC=CC=C2 3-ethoxy-4-(3-methyl-4-methanesulfonyl-phenyl)-1-trityl-pyrazolo[4,3-c]pyridine